(3S)-3-({[7-amino-8-cyano-6-(3-methoxy-2,6-dimethylphenyl)furo[2,3-d]pyrrolo[2,3-b]pyridin-4-yl]oxy}methyl)tetrahydropyrrole-1-carboxylic acid 2-methylpropan-2-yl ester CC(C)(C)OC(=O)N1C[C@H](CC1)COC1=C2C(=C3C(=N1)N(C(=C3C#N)N)C3=C(C(=CC=C3C)OC)C)OC=C2